C(C)(C)(C)OC(=O)N1CC(C(CC1)=O)C(C)=O.OC1=CC=C(C=C1)C=NNC(C)=O N'-(4-hydroxyphenylmethylene)acethydrazide tert-butyl-3-acetyl-4-oxopiperidine-1-carboxylate